1-dotriacontanoyl-2-(5Z,8Z,11Z,14Z-eicosatetraenoyl)-sn-glycero-3-phosphocholine C(CCCCCCCCCCCCCCCCCCCCCCCCCCCCCCC)(=O)OC[C@@H](OC(C=C\C=C/C=C\C=C/CCCCCCCCCCC)=O)COP(=O)([O-])OCC[N+](C)(C)C